[NH4+].C(CCCCCC)OP([O-])([O-])=O.[NH4+] phosphoric acid heptyl ester ammonium salt